[2H]C=1C(=C(C=CC1)C(C(=O)NF)(F)F)[2H] dideuteriotrifluorophenylacetamide